tertbutyl (S)-3-(4-(3-cyano-4-((R)-1-(3-fluoropyridin-2-yl)ethoxy)pyrazolo[1,5-a]pyridin-6-yl)-5-methyl-1H-pyrazol-1-yl)piperidine-1-carboxylate C(#N)C=1C=NN2C1C(=CC(=C2)C=2C=NN(C2C)[C@@H]2CN(CCC2)C(=O)OC(C)(C)C)O[C@H](C)C2=NC=CC=C2F